C[C@H]1N(CC[C@@H](C1)C1=C(C=NN1C1COC1)C)C(=O)OC(C)(C)C tert-butyl (2R,4S)-2-methyl-4-(4-methyl-1-(oxetan-3-yl)-1H-pyrazol-5-yl)piperidine-1-carboxylate